tert-butyl 6-((5-carbamoyl-4-(4-(methoxycarbonyl)thiophen-2-yl)pyrimidin-2-yl)amino)-7-chloro-3,4-dihydroisoquinoline-2(1H)-carboxylate C(N)(=O)C=1C(=NC(=NC1)NC=1C=C2CCN(CC2=CC1Cl)C(=O)OC(C)(C)C)C=1SC=C(C1)C(=O)OC